BrC1=NN(C=C1)C1=CC(=C(C(=N1)N)N)N1CCOCC1 6-(3-bromo-1H-pyrazol-1-yl)-4-morpholinopyridine-2,3-diamine